1-(1-Aminoisochinolin-4-yl)-N-(5-chloro-2-methyl-6-(1H-pyrazol-1-yl)pyridin-3-yl)-5-(trifluoromethyl)-1H-pyrazol-4-carboxamid NC1=NC=C(C2=CC=CC=C12)N1N=CC(=C1C(F)(F)F)C(=O)NC=1C(=NC(=C(C1)Cl)N1N=CC=C1)C